(1S,3S,4R)-3-amino-N-((S)-(2,3-dichloro-6-fluorophenyl)((1S,3r,5R)-3-methylbicyclo[3.1.0]hexan-3-yl)methyl)-4-hydroxycyclopentanecarboxamide N[C@H]1C[C@@H](C[C@H]1O)C(=O)N[C@@H](C1(C[C@@H]2C[C@@H]2C1)C)C1=C(C(=CC=C1F)Cl)Cl